Cl.NC1C(N(C2=C(C=CC=C2C1)OC1=CC=CC=C1)C)=O 3-amino-1-methyl-8-phenoxy-3,4-dihydroquinolin-2(1H)-one hydrochloride